8-hydroxy-4,6-dimethylnonyloxypentyloxymethyl ether OC(CC(CC(CCCOCCCCCOCOCOCCCCCOCCCC(CC(CC(C)O)C)C)C)C)C